(6-(4-(dimethylamino)piperidin-1-yl)-5-methylpyridin-3-yl)methanol CN(C1CCN(CC1)C1=C(C=C(C=N1)CO)C)C